Diethylaminoethanol octanoate C(CCCCCCC)(=O)OC(C)N(CC)CC